BrC=1C=C2C(N=CNN2C1F)=O 6-bromo-7-fluoropyrrolo[2,1-f][1,2,4]Triazin-4(1H)-one